N[C@H](C(=O)NC1CC(C1)NC(C1=C(C=C(C=C1)NC=1C=2N(C=CN1)C(=CN2)C2=C(C(=C(C=C2)OC)F)F)CC)=O)CCCNC(=N)N N-[3-[[(2S)-2-amino-5-carbamimidamidopentanoyl]amino]cyclobutyl]-4-[[3-(2,3-difluoro-4-methoxyphenyl)imidazo[1,2-a]pyrazin-8-yl]amino]-2-ethylbenzamide